2,4-dichloro-6,7-dihydrothieno[3,2-d]pyrimidine 5,5-dioxide ClC=1N=C(C2=C(N1)CCS2(=O)=O)Cl